C1(CC1)S(=O)(=O)NC=1SC=C(N1)C(C(=O)NC1=CC=C(C=C1)C1=NC(=CN=C1)OC(C)C)OC 2-(2-(cyclopropanesulfonylamino)thiazol-4-yl)-N-(4-(6-isopropoxypyrazin-2-yl)phenyl)-2-methoxyacetamide